ClC1=CC=C(C=C1)C1=N[C@H](C=2N(C3=C1C(=C(S3)C)C)C(=NN2)C)CC(=O)O (6S)-4-(4-chlorophenyl)-2,3,9-trimethyl-6H-thieno[3,2-f][1,2,4]triazolo[4,3-a][1,4]diazepin-6-acetic acid